2H-pyrrol N=1CC=CC1